4-(2-hydroxymethylmorpholin-4-yl)pyrrolo[2,3-d]pyrimidine OCC1CN(CCO1)C1=C2C(NC=N1)=NC=C2